1-(4-((2-aminopyridin-4-yl)methoxy)naphthalen-1-yl)-3-(3-(tert-butyl)-1-(p-tolyl)-1H-pyrazol-5-yl)urea NC1=NC=CC(=C1)COC1=CC=C(C2=CC=CC=C12)NC(=O)NC1=CC(=NN1C1=CC=C(C=C1)C)C(C)(C)C